OC1=C(C=CC(=C1)C(F)(F)F)C1=C(C=C(N=N1)N[C@H]1CN(CCC1)CC1CN(C1)C(=O)OC(C)(C)C)C tert-butyl (R)-3-((3-((6-(2-hydroxy-4-(trifluoromethyl)phenyl)-5-methylpyridazin-3-yl)amino)piperidin-1-yl)methyl)azetidine-1-carboxylate